(6-bromo-2-chloro-quinazolin-4-yl)-[1-(2-fluoro-3-trifluoromethyl-phenyl)-ethyl]-amine BrC=1C=C2C(=NC(=NC2=CC1)Cl)NC(C)C1=C(C(=CC=C1)C(F)(F)F)F